ClC1=CC=C2C(=C(NC2=C1Cl)C1=NN=C(N1)C(F)(F)F)C=1C=NN(C1)C1OCCCC1 6,7-dichloro-3-(1-(tetrahydro-2H-pyran-2-yl)-1H-pyrazol-4-yl)-2-(5-(trifluoromethyl)-4H-1,2,4-triazol-3-yl)-1H-indole